N[C@@H](CO)C(=O)[O-] |r| (±)-Serinate